ClC1=C(C(=O)N2CCN(CC2)C(=O)N[C@@H]2CNCC2)C=CC(=C1)NC=1C=2N(C=CN1)C(=CN2)C=2C(=NN(C2)CCC#N)C(F)(F)F 4-[2-chloro-4-[[3-[1-(2-cyanoethyl)-3-(trifluoromethyl)pyrazol-4-yl]imidazo[1,2-a]pyrazin-8-yl]amino]benzoyl]-N-[(3S)-pyrrolidin-3-yl]piperazine-1-carboxamide